C1=CC2=C(C=C1Br)C3=C(C=CC(=C3)Br)C(=O)C2=O 3,6-dibromo-phenanthrenequinone